N1C=C(C2=CC=CC=C12)CCNC1=NC(=NC2=C1OC[C@@H](N2)COC)C=2C(NC=CC2)=O (S)-3-(4-((2-(1H-indol-3-yl)ethyl)amino)-7-(methoxymethyl)-7,8-dihydro-6H-pyrimido[5,4-b][1,4]oxazin-2-yl)pyridin-2(1H)-one